1-[3-bromo-5-(2-hydroxyethylamino)phenyl]-3-(2-hydroxymethylphenyl)urea BrC=1C=C(C=C(C1)NCCO)NC(=O)NC1=C(C=CC=C1)CO